4-(7-fluoro-[1,2,4]triazolo[4,3-a]quinazolin-5-yl)-3,4-dihydro-2H-benzo[b][1,4]oxazin-8-yl-2-methylbut-3-yn-2-ol FC=1C=C2C(=NC=3N(C2=CC1)C=NN3)N3C1=C(OCC3)C(=CC=C1)CC(C#C)(O)C